2-(5-(5-((1S,2S,4R)-rel-2-((tert-butoxycarbonyl)amino)-7-azabicyclo[2.2.1]heptane-7-carbonyl)-4'-cyano-3'-fluoro-[1,1'-biphenyl]-2-yl)-6-fluoro-1H-indole-1-yl)acetic acid C(C)(C)(C)OC(=O)N[C@@H]1[C@@H]2CC[C@H](C1)N2C(=O)C=2C=CC(=C(C2)C2=CC(=C(C=C2)C#N)F)C=2C=C1C=CN(C1=CC2F)CC(=O)O |o1:8,9,12|